10-(2,5-dihydroxy-phenyl)-10-oxo-decanoic acid OC1=C(C=C(C=C1)O)C(CCCCCCCCC(=O)O)=O